Cl.NCCNC(C1=CC=C(C=C1)N=[N+]=[N-])=O N-(2-aminoethyl)-4-azidobenzamide hydrochloride